C(#N)C1=C(N=C2N(C1=O)C=C(C=C2[C@@H](C)NC2=C(C(=O)O)C=CC=C2)C)N(CC)CC (R)-2-((1-(3-cyano-2-(diethylamino)-7-methyl-4-oxo-4H-pyrido[1,2-a]pyrimidin-9-yl)ethyl)amino)benzoic acid